5,5-difluoro-1-(phenylsulfonyl)-3-(trifluoromethyl)-1,5,6,7-tetrahydro-4H-indol-4-one FC1(C(C=2C(=CN(C2CC1)S(=O)(=O)C1=CC=CC=C1)C(F)(F)F)=O)F